3,4-dihydroxypyrrolidin-2-one OC1C(NCC1O)=O